3,4,5,6-Tetrachlorocyanopyridine ClC=1C(=NC(=C(C1Cl)Cl)Cl)C#N